CN1N=C2N=CC(=CC2=C1)N 2-methyl-2H-pyrazolo[3,4-b]pyridin-5-amine